FC=1C(=CC=2C3=C(NC(C2C1)=O)COCC3=O)F 8,9-difluoro-4,5-dihydropyrano[3,4-c]isoquinoline-1,6-dione